NC1N(C=C(C=N1)C#N)N(CC)C1=C(C=C(C=C1)OC(F)F)F 2-amino-1-(4-(difluoromethoxy)-2-fluorophenyl(ethyl)amino)pyrimidine-5-carbonitrile